ClC=1N=C(N2N=C(N=CC21)N[C@H]2[C@@H](CN(CC2)S(=O)(=O)C)F)C2CCCC2 (3R,4R)-N-{5-chloro-7-cyclopentylimidazo[4,3-f][1,2,4]triazin-2-yl}-3-fluoro-1-methanesulfonylpiperidin-4-amine